ClC1=CC=2CC3=CC=CC=C3SC2C=C1 2-chloro-9H-thioxanthen